N-[(1R)-1-[3-[3-(Dimethylcarbamoyl)phenyl]phenyl]ethyl]-2-methyl-5-(4-methylpiperazin-1-yl)benzamide CN(C(=O)C=1C=C(C=CC1)C=1C=C(C=CC1)[C@@H](C)NC(C1=C(C=CC(=C1)N1CCN(CC1)C)C)=O)C